CC1(CCN(CC1)C=1OC2=C(C=CC=C2C(C1)=O)C(C)NC1=C(C(=O)O)C=CC=C1)C 2-[1-[2-(4,4-Dimethyl-1-piperidyl)-4-oxo-chromen-8-yl]ethylamino]benzoic acid